D-Ribofuranosylbenzimidazole OC[C@H]1O[C@@H](N2C=NC3C=CC=CC2=3)[C@H](O)[C@@H]1O